ClC=1C2=C(N=C(N1)C=1N(C=CN1)C)SC(=C2C(F)(F)F)C2=NN(C=C2)C(C)C 4-chloro-6-(1-isopropyl-1H-pyrazol-3-yl)-2-(1-methyl-1H-imidazol-2-yl)-5-(trifluoromethyl)thieno[2,3-d]pyrimidine